1,5-anhydro-2,3-dideoxy-3-(6-(4-((3-methoxyazetidin-1-yl)carbonyl)benzyl)-7,8-dimethyl-4-oxoquinazolin-3(4H)-yl)-L-threo-pentitol COC1CN(C1)C(=O)C1=CC=C(CC=2C=C3C(N(C=NC3=C(C2C)C)[C@H]2CCOC[C@@H]2O)=O)C=C1